2-[(2S)-3-[benzyl(methyl)amino]-2-hydroxy-propyl]isoindoline-1,3-dione C(C1=CC=CC=C1)N(C[C@@H](CN1C(C2=CC=CC=C2C1=O)=O)O)C